C=1N=CN2C1C1=CC=CC=C1[C@H]2[C@@]2(CCCC=1C=CN=CC21)O (S)-8-((S)-5H-Imidazo[5,1-a]isoindol-5-yl)-5,6,7,8-tetrahydroisochinolin-8-ol